Tetraoctyl-Ammonium Bromide [Br-].C(CCCCCCC)[N+](CCCCCCCC)(CCCCCCCC)CCCCCCCC